2,5,8,11-tetraoxatridecan-13-yl ((2-(3,7-dimethylocta-2,6-dien-1-yl)-3-hydroxy-5-pentylphenoxy)methyl)(methyl)carbamate CC(=CCC1=C(OCN(C(OCCOCCOCCOCCOC)=O)C)C=C(C=C1O)CCCCC)CCC=C(C)C